benzo{a}pyrene C1=CC=C2C=CC=3C=C4C(=C5C=CC1=C2C53)C=CC=C4